5-(4,6-dimethyl-5-nitropyrimidin-2-yl)-2-(trifluoromethyl)-4,5,6,7-tetrahydropyrazolo[1,5-a]pyrazine CC1=NC(=NC(=C1[N+](=O)[O-])C)N1CC=2N(CC1)N=C(C2)C(F)(F)F